(1,3-dimethylazetidin-3-yl){4-[5-(trifluoromethyl)pyridin-3-yl]piperidin-1-yl}methanone CN1CC(C1)(C)C(=O)N1CCC(CC1)C=1C=NC=C(C1)C(F)(F)F